C(#N)C1=CC(=C(C=C1)C(OC1=CC=CC(=N1)C1CCN(CC1)CC1=NC2=C(N1C[C@H]1OCC1)C=CC=C2)([2H])[2H])F 2-{[4-(6-{[(4-Cyano-2-fluorophenyl)(methyl-d2)]oxy}pyridin-2-yl)piperidin-1-yl]methyl}-1-[(2S)-oxetan-2-ylmethyl]-1H-benzimidazol